C1(CCCCC1)CCC(=O)OC(CSC(CCCCCCCCCCSCC(CCCCCC)OC(CCC1CCCCC1)=O)NC1CC(C1)O[Si](C1=CC=CC=C1)(C1=CC=CC=C1)C(C)(C)C)CCCCCC ((6-cis-((3-((tert-Butyldiphenylsilyl)oxy)cyclobutyl)amino)undecane-1,11-diyl)-bis(sulfanediyl))bis(octane-1,2-diyl) bis(3-cyclohexylpropanoate)